N-(5-chloro-2-((pyridin-3-yl)methoxy)-4-(3-(1-(3-(4-hydroxy-4-carboxypiperidin-1-yl)propyl)indoline-4-yl)-2-chlorobenzyloxy)benzyl)-L-serine ClC=1C(=CC(=C(CN[C@@H](CO)C(=O)O)C1)OCC=1C=NC=CC1)OCC1=C(C(=CC=C1)C1=C2CCN(C2=CC=C1)CCCN1CCC(CC1)(C(=O)O)O)Cl